C(C)(C)(C)OC(NC12[C@H](CC(CC1)(CC2)NC(=O)[C@H]2CNC1=C(O2)C=CC(=C1)Cl)O)=O ((S)-4-((R)-6-chloro-3,4-dihydro-2H-benzo[b][1,4]oxazine-2-carboxamido)-2-hydroxybicyclo[2.2.2]oct-1-yl)carbamic acid tert-butyl ester